FC1=C(C=C(C=C1)F)C(CC#CC#CC1=NC(=NC=C1C(=O)N)N(C)CCN(C)C)C=1C(N(C=CC1)C)=O 4-(6-(2,5-Difluorophenyl)-6-(1-methyl-2-oxo-1,2-dihydropyridin-3-yl)hex-1,3-diyn-1-yl)-2-((2-(dimethylamino)ethyl)(methyl)amino)pyrimidine-5-carboxamide